10-(3-(4,6-diphenyl-1,3,5-triazin-2-yl)phenyl)anthracen C1(=CC=CC=C1)C1=NC(=NC(=N1)C1=CC=CC=C1)C=1C=C(C=CC1)C1=C2C=CC=CC2=CC2=CC=CC=C12